N1C[C@H](CCCC1)NC(=O)C=1SC(=CC1NC(=O)N)C1=CC(=CC=C1)F (S)-N-(azepan-3-yl)-5-(3-fluorophenyl)-3-ureidothiophene-2-carboxamide